ClC=1C=CC2=C(N(CC(O2)C(=O)NC23CC(C2)(C3)NC(COC3=CC(=C(C=C3)Cl)F)=O)C(CCOC)=O)C1 6-chloro-N-{3-[2-(4-chloro-3-fluorophenoxy)acetamido]bicyclo[1.1.1]pentan-1-yl}-4-(3-methoxypropanoyl)-3,4-dihydro-2H-1,4-benzoxazine-2-carboxamide